vitamin C chloride ammonium salt [NH4+].[Cl-].OC=1[C@H](OC(C1O)=O)[C@H](CO)O